N'-[3-[[[(dimethylamino)carbonyl]amino]methyl]-3,5,5-trimethylcyclohexyl]-N,N-dimethylurea CN(C(=O)NCC1(CC(CC(C1)(C)C)NC(N(C)C)=O)C)C